2-(difluoromethyl)-4-methoxy-1-(4-morpholinyl-6-(1,3-oxazolidin-3-yl)-1,3,5-triazin-2-yl)-1H-benzo[d]imidazol-6-amine FC(C1=NC2=C(N1C1=NC(=NC(=N1)N1CCOCC1)N1COCC1)C=C(C=C2OC)N)F